N(=C=O)C1=C2C(=CC=3CCCC13)CC2 3-Isocyanato-2,4,5,6-tetrahydro-1H-cyclobuta[f]indene